((1-acetylpiperidin-4-yl)oxy)-4-(2-chloro-4-fluorophenyl)-2H-chromen-2-one C(C)(=O)N1CCC(CC1)OC=1C(OC2=CC=CC=C2C1C1=C(C=C(C=C1)F)Cl)=O